FC1=C(C=CC(=C1NC(CCC(C(F)(F)F)(C(F)(F)F)F)=O)F)NC(C1=CC=CC=C1)=O N-(2,4-difluoro-3-(4,5,5,5-tetrafluoro-4-(trifluoromethyl)pentanoylamino)phenyl)benzamide